4-Octylamino-1,6-dihydro-6,6-dimethyl-2-(4'-methylbenzylamino)-1,3,5-triazin-D-gluconat O=C([C@H](O)[C@@H](O)[C@H](O)[C@H](O)CO)O.C(CCCCCCC)NC=1N=C(NC(N1)(C)C)NCC1=CC=C(C=C1)C